methyl 2-(4-hydroxypiperidin-1-yl)-2-methylpropanoate OC1CCN(CC1)C(C(=O)OC)(C)C